N-(3-Chloro-4-fluoro-1H-indol-7-yl)-1-methyl-pyrazol-4-sulfonamid ClC1=CNC2=C(C=CC(=C12)F)NS(=O)(=O)C=1C=NN(C1)C